FC=1C=C(C=C(C1)C(F)(F)F)C1=NC2=C(N1)C=CC(=C2)N 2-(3-fluoro-5-(trifluoromethyl)phenyl)-1H-benz[d]imidazol-5-amine